2-Cyclopropyl-3-ethylbenzo[4,5]imidazo[1,2-a]pyrimidin-4(10H)-one C1(CC1)C=1N=C2N(C(C1CC)=O)C1=C(N2)C=CC=C1